tert-Butyl 4-[(3-[[(3R)-2,3-dihydro-1-benzofuran-3-yl]carbamoyl]phenyl)amino]-4-[5-(pyridin-4-yl)-4H-1,2,4-triazol-3-yl]piperidine-1-carboxylate O1C[C@@H](C2=C1C=CC=C2)NC(=O)C=2C=C(C=CC2)NC2(CCN(CC2)C(=O)OC(C)(C)C)C2=NN=C(N2)C2=CC=NC=C2